C1=CC2=COC3=CC=CC(=O)C3=C2C=C1 dibenzopyrone